amino-2-methylphenol NC=1C(=C(C=CC1)O)C